8-chloro-3-(5-(difluoromethyl)-1,3,4-thiadiazol-2-yl)-N-(1-(fluoromethyl)cyclopropyl)-N-(4-methoxybenzyl)imidazo[1,5-a]pyridine-6-sulfonamide ClC=1C=2N(C=C(C1)S(=O)(=O)N(CC1=CC=C(C=C1)OC)C1(CC1)CF)C(=NC2)C=2SC(=NN2)C(F)F